N[C@H](C(=O)O)CC1=CC=C(C=C1)OCCB1OC(C(O1)(C)C)(C)C (2S)-2-amino-3-{4-[2-(4,4,5,5-tetramethyl-1,3,2-dioxaborolan-2-yl)ethoxy]phenyl}propanoic acid